C1(CC1)CN(C(OC(C)(C)C)=O)[C@H]1CN(CCC1)C1=CC(N(C=C1)C(C)C1=CN=C(S1)C1=NC(=CN=C1)N1CCCC1)=O tert-butyl (cyclopropylmethyl)((3R)-1-(2-oxo-1-(1-(2-(6-(pyrrolidin-1-yl)pyrazin-2-yl)thiazol-5-yl)ethyl)-1,2-dihydropyridin-4-yl)piperidin-3-yl)carbamate